S(=O)(=O)(OCC1OC(OC1)C(CCC)CCCCC)O (2-(nonan-4-yl)-1,3-dioxolan-4-yl)methyl hydrogen sulfate